N-((5-(5-(difluoromethyl)-1,3,4-oxadiazol-2-yl)pyridin-2-yl)methyl)-N-(3-fluoro-4-methylphenyl)ethanesulfonamide FC(C1=NN=C(O1)C=1C=CC(=NC1)CN(S(=O)(=O)CC)C1=CC(=C(C=C1)C)F)F